N1=CC=C(C=C1)\C=C/1\C(/C(/CCC1)=C/C1=CC=NC=C1)=O (2E,6E)-2,6-bis(4-pyridylmethylene)cyclohexanone